N-[4-[(6,7-Dimethoxy-1,5-naphthyridin-4-yl)oxy]-3-fluorophenyl]-5-(4-fluorophenyl)-6-(methoxymethyl)-1-methyl-4-oxopyridine-3-carboxamide COC=1N=C2C(=CC=NC2=CC1OC)OC1=C(C=C(C=C1)NC(=O)C1=CN(C(=C(C1=O)C1=CC=C(C=C1)F)COC)C)F